C(C(=C)C)(=O)OCCC[Si](OCCC)(OCCC)OCCC γ-methacryloxypropyl-tripropoxysilane